C=C(C)[C@H]1CC=C(C)CC1 Dipentene